ClC=1C=C2C(=NC(=NC2=CC1)NCCCO)C1=CC=CC=C1 3-[(6-chloro-4-phenylquinazolin-2-yl)amino]propane-1-ol